4-((4-(4-hydroxypiperidin-1-yl)phenyl)amino)-7-(1-methyl-1H-pyrrolo[2,3-b]pyridin-4-yl)-1,2-dihydro-3H-pyrrolo[3,4-c]pyridin-3-one OC1CCN(CC1)C1=CC=C(C=C1)NC1=NC=C(C2=C1C(NC2)=O)C2=C1C(=NC=C2)N(C=C1)C